[2-Chloro-4-fluoro-5-(7-morpholin-4-ylpyrido[4,3-d]pyrimidin-4-yl)phenyl]-(4-hydroxymethylthiazol-2-yl)methanol ClC1=C(C=C(C(=C1)F)C=1C2=C(N=CN1)C=C(N=C2)N2CCOCC2)C(O)C=2SC=C(N2)CO